p-methyl-cinnamic acid CC1=CC=C(C=CC(=O)O)C=C1